BrC1=CC=C2C(=N1)N(C=C2C(F)(F)F)CC(F)(F)F 6-bromo-1-(2,2,2-trifluoroethyl)-3-(trifluoromethyl)pyrrolo[2,3-b]pyridine